5-chloro-1-((5-phenylpyridin-2-yl)methyl)-1H-indazole-7-carboxylic acid ClC=1C=C2C=NN(C2=C(C1)C(=O)O)CC1=NC=C(C=C1)C1=CC=CC=C1